N,N-dimethylpropargylamine hydrochloride Cl.CN(C)CC#C